2-methoxy-9-[(1-methylpiperidin-4-yl)amino]acridine-3-carbonitrile COC1=CC2=C(C3=CC=CC=C3N=C2C=C1C#N)NC1CCN(CC1)C